6-ethyl-3-[3-methoxy-4-[4-(4-methylpiperazin-1-yl)piperidin-1-yl]anilino]-5-(oxan-4-ylamino)pyrazine-2-carboxamide C(C)C1=C(N=C(C(=N1)C(=O)N)NC1=CC(=C(C=C1)N1CCC(CC1)N1CCN(CC1)C)OC)NC1CCOCC1